C(=O)(O)[C@H](CC1CCCCC1)O[C@@H]1[C@H](C(O)O[C@@H]([C@@H]1O)CO)O 3-O-((1S)-1-carboxy-2-cyclohexyl-ethyl)-α,β-D-galactopyranose